(R)-methyl 4-(2-chloro-4-fluorophenyl)-6-(bromomethyl)-2-(thiazol-2-yl)-1,4-dihydropyrimidine-5-carboxylate ClC1=C(C=CC(=C1)F)[C@@H]1N=C(NC(=C1C(=O)OC)CBr)C=1SC=CN1